4-(4-isobutyl-2,5-dioxoimidazolidin-4-yl)benzoic acid C(C(C)C)C1(NC(NC1=O)=O)C1=CC=C(C(=O)O)C=C1